4-isopropyl-3-methyl-phenol C(C)(C)C1=C(C=C(C=C1)O)C